ClC1=NC(=CC=C1C(C)=O)Cl 1-(2,6-dichloro-3-pyridyl)ethanone